CC1(OB(OC1(C)C)C1=CC=C(C=C1)N1S(CCC1)(=O)=O)C 2-[4-(4,4,5,5-tetramethyl-1,3,2-dioxaborolan-2-yl)phenyl]-1,2-thiazolidine 1,1-dioxide